ClC1=C(OC2=NC=C(C=C2C(=O)NC2=CC(=CC=C2)S(=O)(=N)C)C(F)(F)F)C=CC(=C1)F 2-(2-chloro-4-fluoro-phenoxy)-N-[3-(methylsulfonimidoyl)phenyl]-5-(trifluoromethyl)pyridine-3-carboxamide